N=1N=C(N2C1C=CC=C2)[C@@H]2C[C@@H](CCC2)NC2=NC=C(C(=N2)O[C@@H]([C@H](C)O)C)C(F)(F)F (2S,3R)-3-[2-[[(1R,3S)-3-([1,2,4]triazolo[4,3-a]pyridin-3-yl)cyclohexyl]amino]-5-(trifluoromethyl)pyrimidin-4-yl]oxybutan-2-ol